2-(4-chloro-1-isopropyl-1H-pyrazol-5-yl)-4-(4-(1-ethyl-4-(trifluoromethyl)-1H-imidazol-2-yl)-3-fluorobenzyl)-4,5,6,7-tetrahydropyrazolo[1,5-a]pyrimidin-6-ol ClC=1C=NN(C1C1=NN2C(N(CC(C2)O)CC2=CC(=C(C=C2)C=2N(C=C(N2)C(F)(F)F)CC)F)=C1)C(C)C